C(=C)CCCCCCCCCCCCCCCC[Si](C)(C)C vinylhexadecyltrimethylsilane